6-(2,6-difluorophenyl)-5-fluoropyridine-2-carboxamide phosphoric acid salt P(O)(O)(O)=O.FC1=C(C(=CC=C1)F)C1=C(C=CC(=N1)C(=O)N)F